(1S,2S)-2-((t-butoxycarbonyl)amino)-N-methylcyclopentanecarboxamide C(C)(C)(C)OC(=O)N[C@@H]1[C@H](CCC1)C(=O)NC